CC1=C(C=CC=C1N1CCC(CC1)NC1CCC(CC1)C#N)C1=CC=CC=C1 4-(1-(2-methylbiphenyl-3-yl)piperidin-4-ylamino)cyclohexane-carbonitrile